N-((2-(2,6-dichloro-3,5-dimethoxyphenyl)thiazolo[4,5-c]pyridin-6-yl)methyl)acrylamide ClC1=C(C(=C(C=C1OC)OC)Cl)C=1SC2=C(C=NC(=C2)CNC(C=C)=O)N1